para-methoxy-2-aminobenzamidoxime COC1=CC(=C(C(N)=NO)C=C1)N